C[C@@H]1CC([C@@H](N1C(=O)OCC1=CC=CC=C1)CO[C@@H]1CC[C@@H](CC1)C1=CC=CC=C1)=O Benzyl (2S,5R)-5-methyl-3-oxo-2-({[(CIS)-4-phenylcyclohexyl]oxy}methyl)pyrrolidine-1-carboxylate